(S)-N,N-Dimethyl-5-(5-(8-(pyrrolidin-2-yl)isochroman-6-yl)-1H-pyrrolo[2,3-b]pyridin-3-yl)Pyridinecarboxamide CN(C(=O)C1=NC=C(C=C1)C1=CNC2=NC=C(C=C21)C=2C=C1CCOCC1=C(C2)[C@H]2NCCC2)C